C\C=C\C (E)-But-2-ene